N(=[N+]=[N-])CC1=CNC2=CC(=CC=C12)OC1CCCC1 3-(azidomethyl)-6-(cyclopentyloxy)-1H-indole